1-(tert-butyl)-N-((3-(8-(((3S,4R)-3-fluoro-1-methylpiperidin-4-yl)amino)-3-((E)-prop-1-en-1-yl)imidazo[1,2-a]pyridin-2-yl)-1,2,4-oxadiazol-5-yl)methyl)-1H-pyrazole-4-carboxamide C(C)(C)(C)N1N=CC(=C1)C(=O)NCC1=NC(=NO1)C=1N=C2N(C=CC=C2N[C@H]2[C@H](CN(CC2)C)F)C1\C=C\C